pyrimidinium formate C(=O)[O-].[NH+]1=CN=CC=C1